BrC=1C=CC=2C(N(C3=CC=CC1C23)C=2C(=NC(=CC2)OCC2=CC=CC=C2)OCC2=CC=CC=C2)=O 5-bromo-1-(2,6-dibenzyloxy-3-pyridyl)benzo[cd]indol-2-one